2-[2-(aminomethyl)-3,3-difluoro-allyl]-4-[3-fluoro-4-[6-(trifluoromethyl)-3-pyridyl]phenyl]-1,2,4-triazol-3-one NCC(CN1N=CN(C1=O)C1=CC(=C(C=C1)C=1C=NC(=CC1)C(F)(F)F)F)=C(F)F